FC=1C=C(C#N)C=CC1N1C(=C(C=C1C)C(CN1C2[C@@H](CC1CC2)O)=O)C (±)-3-Fluoro-4-(3-(2-((2R)-2-hydroxy-7-azabicyclo[2.2.1]heptan-7-yl)acetyl)-2,5-dimethyl-1H-pyrrol-1-yl)benzonitrile